BrC1=CC(=C2C(N(C=NC2=C1)N1CCN(CC1)C(=O)OC(C)(C)C)=O)F tert-butyl 4-(7-bromo-5-fluoro-4-oxoquinazolin-3-yl)piperazine-1-carboxylate